FC1=C(C=CC(=C1)F)C1=C2C(=NC=C1)OCC(C2)(C)C 5-(2,4-difluorophenyl)-3,3-dimethyl-3,4-dihydro-2H-pyrano[2,3-b]Pyridine